di(tridecyl) ether C(CCCCCCCCCCCC)OCCCCCCCCCCCCC